3-(4-bromophenoxy)-alpha-cyanobenzyl 2-[4-(difluoromethoxy) phenyl]-3-methylbutyrate FC(OC1=CC=C(C=C1)C(C(=O)OC(C1=CC(=CC=C1)OC1=CC=C(C=C1)Br)C#N)C(C)C)F